1-(6-(difluoro-methyl)-5-methoxy-pyridin-3-yl)-4,4-difluoro-3,3-dimethyl-3,4-dihydroisoquinoline FC(C1=C(C=C(C=N1)C1=NC(C(C2=CC=CC=C12)(F)F)(C)C)OC)F